N-((1r,3r)-3-(4-(pyridin-2-yl)-5-(thiazol-2-yl)-4H-1,2,4-triazol-3-yl)cyclobutyl)-1,5-naphthyridine-4-carboxamide N1=C(C=CC=C1)N1C(=NN=C1C=1SC=CN1)C1CC(C1)NC(=O)C1=CC=NC2=CC=CN=C12